4-(naphthalen-2-ylmethyl)piperazine-1,2-dicarboxylic acid 2-benzyl ester C(C1=CC=CC=C1)OC(=O)C1N(CCN(C1)CC1=CC2=CC=CC=C2C=C1)C(=O)O